S1C(=CC=C1)C1C(N=C(S1)C=1SC(=CN1)C=1SC=CC1)(CCCCCCCCC)CCCCCCCCC 5,5'-bis(2-thienyl)-4,4-dinonyl-2,2'-bithiazole